FC(OC1=C(C(=O)NCC)C(=CC(=C1)N1C=NC2=C1C=CC(=C2)C2=NN=C(N2)C)OC)F 2-(difluoromethoxy)-N-ethyl-6-methoxy-4-[5-(5-methyl-4H-1,2,4-triazol-3-yl)benzimidazol-1-yl]benzamide